CC([C@@H](C(=O)OC)NC=1C=NC=NC1)(C)C methyl (2S)-3,3-dimethyl-2-(pyrimidin-5-ylamino)butanoate